3-(4-(difluoromethyl)phenyl)-5-(piperazin-1-yl)-1,2,4-oxadiazole FC(C1=CC=C(C=C1)C1=NOC(=N1)N1CCNCC1)F